7-((6-chloroimidazo[1,2-b]pyridazin-3-yl)amino)-3-methoxy-N-(4-((4-methylpiperazin-1-yl)methyl)-3-(trifluoromethyl)phenyl)-2-naphthamide ClC=1C=CC=2N(N1)C(=CN2)NC2=CC=C1C=C(C(=CC1=C2)C(=O)NC2=CC(=C(C=C2)CN2CCN(CC2)C)C(F)(F)F)OC